Cl.CC=1N=C2N(N=C(C=C2C)C=2C=CC(=C(C2)O)C=2N=NC(=CC2)C2CN(C2)C)C1 5-(2,8-dimethylimidazo[1,2-b]pyridazin-6-yl)-2-(6-(1-methylazetidin-3-yl)pyridazin-3-yl)phenol hydrochloride